3-bromo-2-(methoxymethyl)-6-(4-methyl-1H-1,2,3-triazol-1-yl)pyridine tert-butyl((4-amino-3-methoxyphenyl)(cyclopropyl)(oxo)-λ6-sulfaneylidene)carbamate C(C)(C)(C)OC(N=S(=O)(C1CC1)C1=CC(=C(C=C1)N)OC)=O.BrC=1C(=NC(=CC1)N1N=NC(=C1)C)COC